2-{bis-[3,5-bis(trifluoromethyl)phenyl]-triethylsiloxy-methyl}-pyrrolidine FC(C=1C=C(C=C(C1)C(F)(F)F)C(C1NCCC1)(O[Si](CC)(CC)CC)C1=CC(=CC(=C1)C(F)(F)F)C(F)(F)F)(F)F